C(C)(C)(C)N(C(O)=O)S(=O)(=O)CC1(CC(OC2=CC=CC=C12)C)O.O1CC(CC2=CC=CC=C12)NC(=NC#N)NC1(CC1)C(CC1=CC=C(C=C1)O)N(C)C 1-(chroman-3-yl)-2-cyano-3-(1-(1-(dimethylamino)-2-(4-hydroxyphenyl)ethyl)cyclopropyl)guanidine tert-butyl-(((4-hydroxy-2-methylchroman-4-yl)methyl)sulfonyl)carbamate